C(CCCCCCCCCCCCCCCCC)N1C(=C(C(C=C1)=O)OCC=C)C#N N-octadecyl-2-cyano-3-(2-propen-1-oxy)-pyridin-4-one